ClC1=C(N=C2C(=N1)N(N=C2I)C2OCCC2)CO [6-chloro-3-iodo-1-(oxolan-2-yl)-1H-pyrazolo[3,4-b]pyrazin-5-yl]methanol